3-(4-(9-(4-((5-(2-chloro-4-phenoxybenzoyl)-7H-pyrrolo[2,3-d]pyrimidin-4-yl)amino)piperidin-1-yl)-9-oxonon-1-yn-1-yl)-1-oxoisoindolin-2-yl)piperidine-2,6-dione ClC1=C(C(=O)C2=CNC=3N=CN=C(C32)NC3CCN(CC3)C(CCCCCCC#CC3=C2CN(C(C2=CC=C3)=O)C3C(NC(CC3)=O)=O)=O)C=CC(=C1)OC1=CC=CC=C1